methyl 4-bromo-7-fluorobenzo[b]thiophene-2-carboxylate BrC1=CC=C(C=2SC(=CC21)C(=O)OC)F